FC(CC1=NSC(=N1)NC(=O)C1=C(OC(=C1)C1=CC(=CC=C1)C(F)(F)F)C)(C)F N-(3-(2,2-difluoropropyl)-1,2,4-thiadiazol-5-yl)-2-methyl-5-(3-(trifluoromethyl)phenyl)furan-3-carboxamide